BrC1=CC(=C(C=C1)CC=1N(C2=C(N1)C=CC(=C2)C(=O)OC)CCOC)CO methyl 2-[[4-bromo-2-(hydroxymethyl)phenyl]methyl]-3-(2-methoxyethyl)benzimidazole-5-carboxylate